C(C)(C)(C)OC(NC1=C2N=CNC2=NC(=N1)F)=O N-(2-fluoro-9H-purin-6-yl)carbamic acid tert-butyl ester